N1=C(C=CC=C1)CCC=1C=C2C(=CC(=NC2=CC1)OCC1OCCCC1)O 6-(2-(pyridin-2-yl)ethyl)-2-((tetrahydro-2H-pyran-2-yl)methoxy)quinolin-4-ol